CC(CC)OC=1C=C(C=CC1)B(O)O [3-(BUTAN-2-YLOXY)PHENYL]BORANEDIOL